(R)-(3-aminopiperidin-1-yl)(2-(1-((2,4-dimethylthiazol-5-yl)methyl)-1H-indol-2-yl)-3-methylimidazo[1,2-a]pyridin-7-yl)methanone tert-Butyl-(4S)-4-(difluoromethoxy)pentanoate C(C)(C)(C)OC(CC[C@H](C)OC(F)F)=O.N[C@H]1CN(CCC1)C(=O)C1=CC=2N(C=C1)C(=C(N2)C=2N(C1=CC=CC=C1C2)CC2=C(N=C(S2)C)C)C